FC=1C=C(C=C(C1)C1=NNC2=NC=C(C=C21)C2=CC(=CC=C2)S(=O)(=O)C)NC(=O)NC=2C=NC=CC2 1-(3-fluoro-5-(5-(3-(methylsulfonyl)phenyl)-1H-pyrazolo[3,4-b]pyridin-3-yl)phenyl)-3-(pyridin-3-yl)urea